B(OC(C)C)(OC(C)C)OC(C)C tris(propan-2-yl) borate